C(C)(C)(C)OC(C(C)O)=O 2-hydroxypropanoic acid tert-butyl ester